2-(4-amino-9H-pyrimido[4,5-b]indol-9-yl)acetic acid NC1=NC=NC=2N(C3=CC=CC=C3C21)CC(=O)O